benzyl 4-[[4-(piperazin-1-ylmethyl)phenyl]methyl]piperazine-1-carboxylate N1(CCNCC1)CC1=CC=C(C=C1)CN1CCN(CC1)C(=O)OCC1=CC=CC=C1